FC1(OC2=C(O1)C=CC(=C2)[C@@H](C)N)F |r| (+-)-1-(2,2-difluorobenzo[d][1,3]dioxolan-5-yl)ethan-1-amine